tributylammonium tetra(trifluoromethylphenyl)-borate FC(F)(F)C1=C(C=CC=C1)[B-](C1=C(C=CC=C1)C(F)(F)F)(C1=C(C=CC=C1)C(F)(F)F)C1=C(C=CC=C1)C(F)(F)F.C(CCC)[NH+](CCCC)CCCC